(1S,2S)-N-(6-((6-cyclopropyl-8-(3-methyl-2,4-dioxoimidazolidin-1-yl)imidazo[1,2-a]pyridin-2-yl)methoxy)-2-methylpyrimidin-4-yl)-2-(4-methylpyrimidin-2-yl)cyclopropane-1-carboxamide C1(CC1)C=1C=C(C=2N(C1)C=C(N2)COC2=CC(=NC(=N2)C)NC(=O)[C@@H]2[C@H](C2)C2=NC=CC(=N2)C)N2C(N(C(C2)=O)C)=O